(2R,3R,4R,5S)-3,4,5-tris(benzyloxy)-2-methyl-1-(((R)-1-(thiophen-3-yl)pyrrolidin-3-yl)methyl)piperidine C(C1=CC=CC=C1)O[C@@H]1[C@H](N(C[C@@H]([C@H]1OCC1=CC=CC=C1)OCC1=CC=CC=C1)C[C@@H]1CN(CC1)C1=CSC=C1)C